N-(5,6-difluoro-1H-indol-3-yl)-N'-[3-methoxy-4-(pyrrolidin-1-yl)phenyl]ethanediamide FC=1C=C2C(=CNC2=CC1F)NC(C(=O)NC1=CC(=C(C=C1)N1CCCC1)OC)=O